sodium N-(2-aminoethyl)-aminopropionate NCCNC(C(=O)[O-])C.[Na+]